CN1N=C2C(=CC(=CC2=C1)C1=CC(=C2C=C(N=NC2=C1)C=1CCN(CC1)C(=O)OC(C)(C)C)F)C Tert-butyl 4-(7-(2,7-dimethyl-2H-indazol-5-yl)-5-fluoro cinnolin-3-yl)-3,6-dihydropyridine-1(2H)-carboxylate